FC(CN1C(=NC=2C1=NC(=CC2)C=2C=CN1N=C(N=CC12)N[C@@H]1CC(N(CC1)C)=O)C)F (S)-4-((5-(3-(2,2-difluoroethyl)-2-methyl-3H-imidazo[4,5-b]pyridin-5-yl)pyrrolo[2,1-f][1,2,4]triazin-2-yl)amino)-1-methylpiperidin-2-one